ClC=1C(=NC(=NC1)N1CCC(CC1)C(OC)OC)NC=1C=C2C=C(C(N(C2=CC1)C(C)C)=O)OCC(=O)NC 2-{[6-({5-chloro-2-[4-(dimethoxymethyl)piperidin-1-yl]pyrimidin-4-yl}amino)-1-isopropyl-2-oxoquinolin-3-yl]oxy}-N-methylacetamide